2-((cyclopropylmethyl)amino)acetonitrile C1(CC1)CNCC#N